N-(2-cyclohexyloxynitrophenyl)methanesulfonamide C1(CCCCC1)OC1=C(C=CC=C1[N+](=O)[O-])NS(=O)(=O)C